(E)-3-(4-methoxyphenyl)-N-(1H-pyrazol-3-yl)-N-tetrahydrothiophen-3-yl-prop-2-enamide COC1=CC=C(C=C1)/C=C/C(=O)N(C1CSCC1)C1=NNC=C1